NC1=C(C=C(C=C1)N1CCC(CC1)CC1(CCN(CC1)C(=O)OCC1=CC=CC=C1)C(=O)OC(C)(C)C)NC O1-benzyl O4-tert-butyl 4-[[1-[4-amino-3-(methylamino)phenyl]-4-piperidyl] methyl]piperidine-1,4-dicarboxylate